C(#N)C=1C(=NC=CN1)N[C@H](C(=O)O)CCN(CCCCC1=NC=2NCCCC2C=C1)CCOC1=CC(=CC(=C1)F)F (S)-2-((3-cyanopyrazin-2-yl)amino)-4-((2-(3,5-difluorophenoxy)ethyl)(4-(5,6,7,8-tetrahydro-1,8-naphthyridin-2-yl)butyl)amino)butanoic acid